Cl.N1=CN=C(C2=C1NC=C2)N2CCSC(=C2)C(=O)N2[C@@H](CCCC2)CN (S)-(4-(7H-pyrrolo[2,3-d]pyrimidin-4-yl)-3,4-dihydro-2H-1,4-thiazin-6-yl)(2-(aminomethyl)piperidin-1-yl)methanone hydrochloride